CN1C(C(=NC2=CC=CC=C12)C(CCCCC(C)=O)=O)=O 1-(4-Methyl-3-oxo-3,4-dihydroquinoxalin-2-yl)heptane-1,6-dione